CC(CC)CCCCCCCCC 3-METHYLDODECANE